P(=O)(OC(C)(C)C)(OC(C)(C)C)OC(C)(C)C tri-(t-butyl) phosphate